N-[(1R)-1-[[(2-chloroacetyl)-[[(3R)-2-oxo-pyrrolidin-3-yl]methyl]amino]carbamoyl]-3-methyl-butyl]-1H-indole-2-carboxamide ClCC(=O)N(C[C@@H]1C(NCC1)=O)NC(=O)[C@@H](CC(C)C)NC(=O)C=1NC2=CC=CC=C2C1